C(C=C)ON1C(=NC(=C1)C)C1=CC(=CC=C1)C#N 1-(Allyloxy)-2-(3-cyanophenyl)-4-methyl-1H-imidazol